ClC1=CC=C(C(=N1)C(=O)O)N[C@H](C)C1=CC(=CC=2C(N3C(=NC12)C(CC3)=CC3=NC=CC=C3)=O)F (R)-6-chloro-3-((1-(7-fluoro-9-oxo-3-(pyridin-2-ylmethylene)-1,2,3,9-tetrahydropyrrolo[2,1-b]quinazolin-5-yl)ethyl)amino)picolinic acid